1-((2S)-2-methyl-3-sulfhydryl-1-oxopropyl)-L-proline C[C@@H](C(=O)N1[C@@H](CCC1)C(=O)O)CS